C(C)(=O)O[C@@H]1[C@H](O[C@@H]([C@H]([C@@H]1OC(C)=O)OC(C)=O)CCP(=O)(OCC)OCC)CC=C (2R,3R,4R,5R,6R)-2-allyl-6-(2-(diethoxyphosphoryl)ethyl)tetrahydro-2H-pyran-3,4,5-triyl triacetate